7-bromo-4-((1R,5R,6R)-6-((tert-butyldimethylsilyl)oxy)-3-azabicyclo[3.2.1]octan-3-yl)-2,6-dichloro-8-fluoroquinazoline BrC1=C(C=C2C(=NC(=NC2=C1F)Cl)N1C[C@H]2C[C@H]([C@@H](C1)C2)O[Si](C)(C)C(C)(C)C)Cl